(4-chloro-2-(4-(2-((dimethylamino)methyl)-1-methyl-1H-imidazol-5-yl)phenoxy)benzyl)-L-alanine ClC1=CC(=C(CN[C@@H](C)C(=O)O)C=C1)OC1=CC=C(C=C1)C1=CN=C(N1C)CN(C)C